C(C1=CC=CC=C1)(=O)OC1C(C(C(CC1COC(C1=CC=CC=C1)=O)OC1C(C=CC(C1OCC1=CC=CC=C1)OCC1=CC=CC=C1)COCC1=CC2=CC=CC=C2C=C1)=O)OC(C1=CC=CC=C1)=O 6-((benzoyloxy)methyl)-4-((5,6-bis(benzyloxy)-2-((naphthalen-2-ylmethoxy)methyl)cyclohex-3-en-1-yl)oxy)-3-oxocyclohexane-1,2-diyl dibenzoate